ditolyl-dimethyl-ammonium bromide [Br-].C1(=C(C=CC=C1)[N+](C)(C)C1=C(C=CC=C1)C)C